2-([(4-BROMOTHIOPHEN-2-YL)METHYL](METHYL)AMINO)ACETALDEHYDE BrC=1C=C(SC1)CN(CC=O)C